N=1C=C(N2C1C=CC=C2)C(=O)N2C(C1=C(CC2)C(=CS1)C(=O)[O-])(C)C.[Li+] lithium 6-(imidazo[1,2-a]pyridine-3-carbonyl)-7,7-dimethyl-4,5,6,7-tetrahydrothieno[2,3-c]pyridine-3-carboxylate